(E)-methyl 2-[2-(3-ethoxyphenoxy) phenyl]-3-methoxyacrylate C(C)OC=1C=C(OC2=C(C=CC=C2)/C(/C(=O)OC)=C\OC)C=CC1